CC=1C(=CC2=C(OCO2)C1)C=O 6-Methylbenzo[d][1,3]dioxole-5-carbaldehyde